2-(5-Methyl-1H-1,2,4-triazol-3-yl)-4-(2-(6-(trifluoromethyl)imidazo[1,2-a]pyrazin-3-yl)pyrimidin-4-yl)morpholine CC1=NC(=NN1)C1CN(CCO1)C1=NC(=NC=C1)C1=CN=C2N1C=C(N=C2)C(F)(F)F